[Te-2].[Al+3].[Cu+2] copper aluminum telluride